CN(S(=O)(=O)C1=CC=C(C=C1)N1C=C(N=C(C1=O)N1CCN(CC1)C)/C=C/C(=O)OCC)C Ethyl (E)-3-[4-(4-[N,N-dimethylsulfamoyl]phenyl)-6-(4-methylpiperazin-1-yl)-5-oxo-4,5-dihydropyrazin-2-yl]prop-2-enoate